1,1-bis(2-hydroxyethoxy-6-phenylnaphthyl)methanone OCCOC1=C(C2=CC=C(C=C2C=C1)C1=CC=CC=C1)C(=O)C1=C(C=CC2=CC(=CC=C12)C1=CC=CC=C1)OCCO